triethyl-iodosilane C(C)[Si](I)(CC)CC